N[C@@H]1[C@@H](OCC12CCN(CC2)C=2N=C1C=NC(=NC1=NC2)SC=2C(=C(C=CC2)NC(=O)C2=NC=CN=C2)Cl)C N-(3-((6-((3S,4S)-4-amino-3-methyl-2-oxa-8-azaspiro[4.5]decane-8-yl)pteridine-2-yl)mercapto)-2-chlorophenyl)pyrazine-2-carboxamide